[Na+].C(C)N(C=1C(=C(C(=O)[O-])C=C(C1)C=1C=NC(=CC1)N1CCN(CCC1)C)C)C1CCOCC1 3-[ethyl(oxan-4-yl)amino]-2-methyl-5-[6-(4-methyl-1,4-diazepan-1-yl)pyridin-3-yl]benzoic acid sodium salt